C(C)OC(=O)C=1C(C=C2N(C(CN3N=C4C(=CC=CC4=C32)OCCC)C(C)(C)C)C1)=O 6-(tert-butyl)-2-oxo-10-propoxy-6,7-dihydro-2H-pyrido[2',1':3,4]pyrazino[1,2-b]indazole-3-carboxylic acid ethyl ester